1-((4,6-dichloropyrimidin-2-yl)amino)-2-methylpropan-2-ol ClC1=NC(=NC(=C1)Cl)NCC(C)(O)C